CN1N=CC(=C1)C=1C=CC=2N(C1)N=CC2N2CCN(CC2)C(=O)OC2CCOCC2 tetrahydro-2H-pyran-4-yl 4-[6-(1-methyl-1H-pyrazol-4-yl)pyrazolo[1,5-a]pyridin-3-yl]piperazine-1-carboxylate